CC1=C(NC2=NSC=3C2=NC(=CN3)C=N[C@H](C(=O)O)C)C=CC=C1C1=CC3=C(OCCO3)C=C1 (S)-2-((3-(2-methyl-3-(1,4-benzodioxan-6-yl)anilino)isothiazolo[4,5-b]pyrazin-5-ylmethylene)amino)-propionic acid